[1,3]oxazin-6-amine mesylate S(C)(=O)(=O)O.O1CN=CC=C1N